O=C1NCCC1CCOS(=O)(=O)C1=CC=C(C=C1)C 4-methylbenzenesulfonic acid 2-(2-oxopyrrolidin-3-yl)ethyl ester